FC1=CC=C(C=C1)C(C)=O (4-fluorophenyl)ethan-1-one